(2R,3S,4S)-4-hydroxy-2-((4'-(trifluoromethyl)-[1,1'-biphenyl]-4-yl)methyl)pyrrolidin-3-yl ((2-(azetidin-1-yl)pyridin-4-yl)methyl)carbamate N1(CCC1)C1=NC=CC(=C1)CNC(O[C@H]1[C@H](NC[C@@H]1O)CC1=CC=C(C=C1)C1=CC=C(C=C1)C(F)(F)F)=O